5,6,7,8-Tetradeutero-2,3-bis((1-methyltetrazol-5-yl)thio)quinoxaline [2H]C1=C2N=C(C(=NC2=C(C(=C1[2H])[2H])[2H])SC1=NN=NN1C)SC1=NN=NN1C